O=C(C(=O)N)N1[C@H](CC[C@@H](C1)C)C=1C=CC2=C(N=C(S2)C2CCN(CC2)CC)C1 2-oxo-2-[(2R,5S)-2-[2-(1-ethyl-4-piperidyl)-1,3-benzothiazol-5-yl]-5-methyl-1-piperidyl]acetamide